(E)-(((4-(2-Nitrovinyl)benzene-1,2,3-triyl)tris(oxy))tris(methylene))tribenzene [N+](=O)([O-])/C=C/C1=C(C(=C(C=C1)OCC1=CC=CC=C1)OCC1=CC=CC=C1)OCC1=CC=CC=C1